C=C1C=CC=C(C1N)N 6-methylenephenylenediamine